C(C)(C)(C)NC1CN(CC1)C1=CC=C(N=N1)C=1C=C2C=NC(=NC2=CC1O)C 6-{6-[3-(tert-butylamino)pyrrolidin-1-yl]pyridazin-3-yl}-2-methylquinazolin-7-ol